3-(Difluoromethyl)-N-[(3R)-7-fluoro-1,1,3-trimethyl-2,3-dihydro-1H-inden-4-yl]-1-methyl-1H-pyrazol-4-carboxamid FC(C1=NN(C=C1C(=O)NC1=C2[C@@H](CC(C2=C(C=C1)F)(C)C)C)C)F